C(C)(C)(C)OC(=O)N1C=CC2=C(C(=CC(=C12)C)OC)CN1[C@H](C[C@]2(CCC(C2)(F)F)CC1)C1=CC=C(C=C1)C(=O)OC 4-(((5s,7r)-2,2-difluoro-7-(4-(methoxycarbonyl)phenyl)-8-azaspiro[4.5]dec-8-yl)methyl)-5-methoxy-7-methyl-1H-indole-1-carboxylic acid tert-butyl ester